C(=CC1=CC=CC=C1)C1=C(C(=C(C=C1)OC1=C(C(=C(C=C1)C=CC1=CC=CC=C1)C=CC1=CC=CC=C1)C=CC1=CC=CC=C1)C=CC1=CC=CC=C1)C=CC1=CC=CC=C1 mono(tristyrylphenyl) ether